C(C1=CC=CC=C1)(=O)NC1=CC=C(CN[C@H]2C[C@H](N(C2)C(=O)OC(C)(C)C)C(=O)OC)C=C1 1-(tert-butyl) 2-methyl (2S,4S)-4-((4-benzamidobenzyl)amino)pyrrolidine-1,2-dicarboxylate